(E)-7-((3-(3-chloro-2-methylphenyl)-1-(4-(dimethylamino)but-2-enoyl)azetidin-3-yl)amino)-2-methyl-3,4-dihydroisoquinolin-1(2H)-one ClC=1C(=C(C=CC1)C1(CN(C1)C(\C=C\CN(C)C)=O)NC1=CC=C2CCN(C(C2=C1)=O)C)C